COC(=O)C1(CC(N(CC1)CC1=C(C(=CC=C1)Cl)F)CC)CC1=NC(=CC=C1F)NC1=NNC(=C1)C 1-(3-chloro-2-fluorobenzyl)-2-ethyl-4-((3-fluoro-6-((5-methyl-1H-pyrazol-3-yl)amino)pyridin-2-yl)methyl)piperidine-4-carboxylic acid methyl ester